5-amino-9-methyl-2-(pyridin-2-yl)-7-(2-(4-(pyrimidin-2-yl)piperazin-1-yl)ethyl)-7H-pyrrolo[3,2-e][1,2,4]Triazolo[1,5-c]Pyrimidine-8-carboxylic acid methyl ester COC(=O)C1=C(C=2C=3N(C(=NC2N1CCN1CCN(CC1)C1=NC=CC=N1)N)N=C(N3)C3=NC=CC=C3)C